ClC=1C=C(C=CC1OC)C1=CC=C(C=C1)CN1C=CC2=C(C=CC(=C12)C(=O)NC1CC2(CCC2)C1)F (Ra)-6-(1-((3'-Chloro-4'-methoxy-[1,1'-biphenyl]-4-yl)methyl)-4-fluoro-1H-indol-7-carboxamido)spiro[3.3]heptan